COC=1C=C(C=CC1C)C(C)C1=C(C=C(O)C=C1)O 4-[1-(3-methoxy-4-methylphenyl)ethyl]resorcinol